1-Benzyl-3-Methylimidazol chlorid 3-((4,4-bis(((Z)-oct-5-en-1-yl)oxy)butanoyl)oxy)-2-(((((1-ethylpiperidin-3-yl)methoxy)carbonyl)oxy)methyl)propyl-non-3-yn-1-yl-adipate C(CCC\C=C/CC)OC(CCC(=O)OCC(COC(C(CCCC(=O)[O-])CCC#CCCCCC)=O)COC(=O)OCC1CN(CCC1)CC)OCCCC\C=C/CC.[Cl-].C(C1=CC=CC=C1)N1CN(C=C1)C